NC1=C(C=CC=C1[N+](=O)[O-])Cl amino-3-nitrochlorobenzene